o-vinyl-styrene C(=C)C1=C(C=C)C=CC=C1